methyl 2-hydroxy-2-methylpropionate (methyl 2-hydroxy-2-methylpropionate) ethyl-2-hydroxy-2-methylpropionate (ethyl-2-hydroxy-2-methylpropionate) C(C)CC(C(=O)O)(C)O.C(C)OC(C(C)(C)O)=O.CCC(C(=O)O)(C)O.OC(C(=O)OC)(C)C